1-tetradecanoyl-2-octadecanoyl-glycero-3-phosphoserine C(CCCCCCCCCCCCC)(=O)OCC(OC(CCCCCCCCCCCCCCCCC)=O)COP(=O)(O)OC[C@H](N)C(=O)O